N,N-Dimethylbutyramide CN(C(CCC)=O)C